B(O[C@@H](CO)C)(O)OC[C@H](CO)C=1C=NC=C(C1)C1=CC(=C(C=C1)OC)OCCC (R)-1-hydroxypropan-2-yl hydrogen ((S)-3-hydroxy-2-(5-(4-methoxy-3-propoxyphenyl) pyridin-3-yl) propyl) borate